2-(6-{5-chloro-2-[(oxan-4-yl)amino]pyrimidin-4-yl}-1-oxo-2,3-dihydro-1H-isoindol-2-yl)-N-cyclopropyl-N-methylacetamide ClC=1C(=NC(=NC1)NC1CCOCC1)C1=CC=C2CN(C(C2=C1)=O)CC(=O)N(C)C1CC1